N1C=NC=C1CN1CCN(C2=CC=CC=C12)C1=CC=C(C=C1)C(F)(F)F 1-((1H-imidazol-5-yl)methyl)-4-(4-(trifluoromethyl)phenyl)-1,2,3,4-tetrahydroquinoxaline